O.O.O.O.S(=O)(=O)([O-])[O-].[Mn+2] manganese(II) sulphate tetrahydrate